5-(2-azaspiro[3.3]-heptan-6-ylmethyl)-1H-pyrazolo[4,3-b]-pyridine C1NCC12CC(C2)CC2=CC=C1C(=N2)C=NN1